FC=1C=C(C(=O)[O-])C(=CC1)F 3,6-difluorobenzoate